C(C1=CC=CC=C1)N(C1=NC=CC(=N1)O[C@@H]1CN(CC1)CC(=O)NC=1C=CC=C2C(=CNC12)C1=NC(=NC=C1C)NC1=NN(C(=C1)C)C)C (S)-2-(3-((2-(benzyl(methyl)amino)pyrimidin-4-yl)oxy)pyrrolidin-1-yl)-N-(3-(2-((1,5-dimethyl-1H-pyrazol-3-yl)amino)-5-methylpyrimidin-4-yl)-1H-indol-7-yl)acetamide